4-[[2-(Methacryloyloxy)ethyl]dimethylammonio]-butane-1-sulfonate C(C(=C)C)(=O)OCC[N+](CCCCS(=O)(=O)[O-])(C)C